(S)-1'-(8-((2-amino-3-chloropyridin-4-yl)thio)imidazo[1,2-c]pyrimidin-5-yl)-5,7-dihydrospiro[cyclopenta[b]pyridine-6,4'-piperidine]-5-amine NC1=NC=CC(=C1Cl)SC=1C=2N(C(=NC1)N1CCC3(CC1)[C@@H](C=1C(=NC=CC1)C3)N)C=CN2